CS(=O)(=NC[C@H]1CNCCO1)C (R)-dimethyl-((morpholin-2-ylmethyl)imino)-lambda6-Sulfanone